6-[3-ethylsulfonyl-6-(trifluoromethyl)pyrazolo[1,5-a]pyridin-2-yl]-3-(trifluoromethyl)-7H-pyrrolo[3,4-b]pyridin-5-one C(C)S(=O)(=O)C=1C(=NN2C1C=CC(=C2)C(F)(F)F)N2CC1=NC=C(C=C1C2=O)C(F)(F)F